(S)-N-(3-chloro-4-fluorophenyl)-7-fluoro-1-(3-methylureido)-2,3-dihydro-1H-indene-4-carboxamide ClC=1C=C(C=CC1F)NC(=O)C=1C=2CC[C@@H](C2C(=CC1)F)NC(=O)NC